(1R,2S)-2-{3-[(2,3-dihydropyrazolo[5,1-b][1,3]oxazol-7-yl)amino]-1H-indazol-6-yl}-5'-methoxyspiro[cyclopropane-1,3'-indol]-2'(1'H)-one O1C=2N(CC1)N=CC2NC2=NNC1=CC(=CC=C21)[C@@H]2C[C@@]21C(NC2=CC=C(C=C12)OC)=O